N1=C(C=CC2=CC=CN=C12)CCC1CC(C1)NC(C[C@@H](C(=O)OC)NS(=O)(=O)C1=CC=CC=C1)=O (S)-Methyl 4-(((1r*,3R*)-3-(2-(1,8-naphthyridin-2-yl)ethyl)cyclobutyl)amino)-4-oxo-2-(phenylsulfonamido)butanoate